2-(2-fluorophenyl)-N-{3-[(2,4-dimethoxybenzyl)sulfamoyl]-4-[5-(trifluoromethyl)-1,3,4-oxadiazol-2-yl]phenyl}acetamide FC1=C(C=CC=C1)CC(=O)NC1=CC(=C(C=C1)C=1OC(=NN1)C(F)(F)F)S(NCC1=C(C=C(C=C1)OC)OC)(=O)=O